1,8-dihydropyrazolo[4',3':4,5]pyrrolo[2,3-d]pyrimidine N1N=CC2=C1NC1=NC=NC=C12